Cl.C1(CC1)N(S(=O)(=O)N)C(C)C1=CC=C(C=C1)C1=CC=NC=2NC(C=CC12)=O N-cyclopropyl-N-(1-(4-(7-oxo-7,8-dihydro-1,8-naphthyridin-4-yl)phenyl)ethyl)sulfamide hydrochloride